(R)-2-((2-cyanobenzyl)oxy)-3-(octadecyloxy)propyl dihydrogen phosphate P(=O)(OC[C@@H](COCCCCCCCCCCCCCCCCCC)OCC1=C(C=CC=C1)C#N)(O)O